N-methyl-N-trimethylsilyltrifluoroacetamide tert-butyl-(2S,5S)-5-(hydroxymethyl)-2-methylpiperazine-1-carboxylate C(C)(C)(C)OC(=O)N1[C@H](CN[C@@H](C1)CO)C.CN(C(C(F)(F)F)=O)[Si](C)(C)C